C(=O)(O)C=1C=C(OC2=CC=C(C=C2)C2=CC=C(C=C2)C(=O)O)C=CC1C(=O)O 4'-(3,4-dicarboxyphenoxy)-4-biphenylcarboxylic acid